NC1=NC=2C=CC(=CC2C2=C1C=NN2C)C(=O)N(CC2=NC=C(C=C2)C(F)(F)F)N2C(OCC1(CC1)C2)=O 4-amino-1-methyl-N-(6-oxo-5-oxa-7-azaspiro[2.5]octan-7-yl)-N-((5-(trifluoromethyl)pyridin-2-yl)methyl)-1H-pyrazolo[4,3-c]quinoline-8-carboxamide